6-(6-isobutoxy-3-pyridyl)pyridine-3-carboxamide C(C(C)C)OC1=CC=C(C=N1)C1=CC=C(C=N1)C(=O)N